3α,6α,7α,12β-Tetrahydroxy-5β-cholan O[C@H]1C[C@H]2[C@H]([C@H]([C@H]3[C@@H]4CC[C@H]([C@@H](CCC)C)[C@]4([C@@H](C[C@@H]3[C@]2(CC1)C)O)C)O)O